O1CC(C1)OC1=NC(=NC=C1C=1N=CSC1)N[C@H]1C[C@H](CCC1)C1=NN=C2N1C=CC=C2 4-(oxetan-3-yloxy)-5-thiazol-4-yl-N-[(1R,3S)-3-([1,2,4]triazolo[4,3-a]pyridin-3-yl)cyclohexyl]pyrimidin-2-amine